4-cyclopropyl-2-[[(3S)-3-methylpiperidin-1-yl]methyl]-1-(2-trimethylsilylethoxymethyl)-6H-pyrrolo[2,3-c]pyridin-7-one C1(CC1)C=1C2=C(C(NC1)=O)N(C(=C2)CN2C[C@H](CCC2)C)COCC[Si](C)(C)C